5-(tert-butyl)-1,3,4-thiadiazole-2-carboxamide C(C)(C)(C)C1=NN=C(S1)C(=O)N